dimethyl-pentamethylcyclopentadienyl-(1-pentyl-6,6-diethyl-1,5,6,7-tetrahydro-s-indacenyl)hafnium C[Hf](C1(C=CC2=CC=3CC(CC3C=C12)(CC)CC)CCCCC)(C1(C(=C(C(=C1C)C)C)C)C)C